4-(2-fluoro-4-hydroxyphenyl)piperazine-1-carboxylic acid benzyl ester C(C1=CC=CC=C1)OC(=O)N1CCN(CC1)C1=C(C=C(C=C1)O)F